Hydroxy(cyclooctadiene) rhodium (I) [Rh+].OC1=CC=CCCCC1